C1=CC=CC=2OP(OC3=C(C21)C=CC=C3)OCC=CCOP3OC2=C(C1=C(O3)C=CC=C1)C=CC=C2 1,4-bis(dibenzo[d,f][1,3,2]dioxaphosphepin-6-yloxy)but-2-ene